OC1COC=C1 3-hydroxydihydrofuran